C(C)(=O)OC=1[C@@]2(C(C(=C(C([C@@H]2C[C@@H]2CC3=C(C=CC(=C3C(C12)=O)OCCCC)N(C)C)N(C)C)OC(C)=O)C(NC(C)=O)=O)=O)O (4aS,11aR,12aS)-3-(N-Acetylcarbamoyl)-2-acetoxy-7-butoxy-1,10-bis(dimethylamino)-4a-hydroxy-4,6-dioxo-1,4a,11,11a,12,12a-hexahydro-5-naphthacenyl acetate